ClC1=CC=C(OC2=CC=C(C=C2)C(CC(C(F)(F)F)=O)=O)C=C1 1-[4-(4-chlorophenoxy)phenyl]-4,4,4-trifluorobutane-1,3-dione